4-((E)-((E)-4-(cinnamoyloxy)benzylidene)amino)benzoic acid C(\C=C\C1=CC=CC=C1)(=O)OC1=CC=C(\C=N\C2=CC=C(C(=O)O)C=C2)C=C1